O=C1C=C(C(=NN1)C(=O)O)C(F)(F)F 6-oxo-4-(trifluoromethyl)-1,6-dihydropyridazine-3-carboxylic acid